(S,E)-2-(2-fluoropropan-2-yl)-N-(4-(methylsulfonyl)but-3-en-2-yl)-4-phenoxypyrimidine-5-carboxamide FC(C)(C)C1=NC=C(C(=N1)OC1=CC=CC=C1)C(=O)N[C@@H](C)\C=C\S(=O)(=O)C